1-(4-fluorophenyl)-3-[1-(4-methoxyphenyl)-5-oxopyrrolidin-3-yl]urea FC1=CC=C(C=C1)NC(=O)NC1CN(C(C1)=O)C1=CC=C(C=C1)OC